4-(5-amino-3-methyl-1H-pyrazol-1-yl)-2-bromophenol NC1=CC(=NN1C1=CC(=C(C=C1)O)Br)C